C(CC)NC(=O)N(C)C N-propyl-N',N'-dimethylurea